Butyl 2-{4-[2-(2,6-dioxopiperidin-3-yl) 1,3-dioxo-2,3-dihydro-1H-isoindol-5-yl]piperazin-1-yl}acetate O=C1NC(CCC1N1C(C2=CC=C(C=C2C1=O)N1CCN(CC1)CC(=O)OCCCC)=O)=O